(1r,3s,5s)-3-(N-(5-chloro-3-nitropyridin-2-yl)-2-ethoxy-2-ketoacetamido)-8-azabicyclo[3.2.1]octane-8-carboxylic acid tert-butyl ester C(C)(C)(C)OC(=O)N1[C@H]2CC(C[C@@H]1CC2)N(C(C(=O)OCC)=O)C2=NC=C(C=C2[N+](=O)[O-])Cl